tert-Butyl exo-3-(p-toluenesulfonyloxy)-8-azabicyclo[3.2.1]octane-8-carboxylate CC1=CC=C(C=C1)S(=O)(=O)OC1CC2CCC(C1)N2C(=O)OC(C)(C)C